bis(cyclopentadienyl)bis[2,6-difluoro-3-(N-(2-methoxyethyl)-(4-tolyl)amino)phenyl]titanium C1(C=CC=C1)[Ti](C1=C(C(=CC=C1F)N(CCOC)C1=CC=C(C=C1)C)F)(C1=C(C(=CC=C1F)N(CCOC)C1=CC=C(C=C1)C)F)C1C=CC=C1